[Cl-].C([O-])([O-])=O.[NH4+].[NH4+].[NH4+] ammonium carbonate, chloride salt